5-((4-(4-(4-(8-(3,5-difluoro-4-(morpholinomethyl)phenyl)quinoxalin-2-yl)-1H-pyrazol-1-yl)piperidin-1-yl)-4-oxobutyl)amino)-2-(2,6-dioxopiperidin-3-yl)isoindoline-1,3-dione FC=1C=C(C=C(C1CN1CCOCC1)F)C=1C=CC=C2N=CC(=NC12)C=1C=NN(C1)C1CCN(CC1)C(CCCNC=1C=C2C(N(C(C2=CC1)=O)C1C(NC(CC1)=O)=O)=O)=O